4-methylbicyclo-[2.2.2]oct-2-ene-1-carboxylic acid CC12C=CC(CC1)(CC2)C(=O)O